(R)-N-(1-(4-(6,6-dimethyl-7-oxo-7,8-dihydro-6H-pyrimido[5,4-b][1,4]oxazin-4-yl)phenyl)ethyl)sulfamide hydrochloride Cl.CC1(C(NC2=C(O1)C(=NC=N2)C2=CC=C(C=C2)[C@@H](C)NS(=O)(=O)N)=O)C